CN(C(=O)[C@@H]1CN(CC[C@H]1N)C1CCCC1)C |r| racemic-(3R,4R)-4-amino-1-cyclopentyl-piperidine-3-carboxylic acid dimethylamide